[Si](C)(C)(C(C)(C)C)OCC[C@@H](C1=NC2=C(N1[C@@H]1CC[C@H](CC1)OC[2H])C=CC(=C2)C=2C(=NOC2C)C)NC(OC(C)(C)C)=O t-butyl ((S)-3-((t-butyldimethylsilyl)oxy)-1-(5-(3,5-dimethylisoxazol-4-yl)-1-((trans)-4-deuteromethoxycyclohexyl)-1H-benzo[d]imidazol-2-yl)propyl)carbamate